COC1=CC=C(CN2CC3=CC=C(C=C3C2=O)C2(CC(C2)C)C(=O)O)C=C1 1-(2-(4-Methoxybenzyl)-3-oxoisoindolin-5-yl)-3-methylcyclobutane-1-carboxylic acid